N-(2-((1-hydroxy-2-methylpropan-2-yl)amino)-6-methylpyrimidin-4-yl)-4-(methylsulfonyl)-2-(6-azaspiro[2.5]oct-6-yl)benzamide OCC(C)(C)NC1=NC(=CC(=N1)NC(C1=C(C=C(C=C1)S(=O)(=O)C)N1CCC2(CC2)CC1)=O)C